ClC1=NC=NC=C1OC1=C(C(=O)N(C(C)C)CC)C=C(C=C1)F 2-[(4-chloropyrimidin-5-yl)oxy]-N-ethyl-5-fluoro-N-(prop-2-yl)benzamide